ClC1=CC=C(C(=N1)C1=NN(C=N1)C)NC(CO)C=1C=C(C=C2C(N3CCCN4N=CC(C12)=C43)=O)C 10-(1-((6-chloro-2-(1-methyl-1H-1,2,4-triazol-3-yl)pyridin-3-yl)amino)-2-hydroxyethyl)-8-methyl-4,5-dihydro-3H,6H-2,2a,5a-triazaaceanthrylen-6-one